2-benzenedicarboxylic acid, bis(2-xylyl) ester C=1(C(=CC=CC1)C(=O)OC1(CC=CC=C1C)C)C(=O)OC1(CC=CC=C1C)C